1,1,9-tribromononane BrC(CCCCCCCCBr)Br